((7-(((3S,6S,9S,10aR)-9-methyl-5-oxo-3-(6-phenyl-4-azaspiro[2.4]heptane-4-carbonyl)decahydropyrrolo[1,2-a]azocin-6-yl)carbamoyl)naphthalen-2-yl)methyl)phosphonic acid C[C@@H]1C[C@@H]2N(C([C@H](CC1)NC(=O)C1=CC=C3C=CC(=CC3=C1)CP(O)(O)=O)=O)[C@@H](CC2)C(=O)N2C1(CC1)CC(C2)C2=CC=CC=C2